CC(C([NH3+])(C)C)C tetramethylethyl-ammonium